(4-(5-methyl-[1,2,4]triazolo[1,5-a]pyrimidin-7-yl)-3,4-dihydro-2H-benzo[b][1,4]oxazin-7-yl)(piperidin-1-yl)methanone CC1=NC=2N(C(=C1)N1C3=C(OCC1)C=C(C=C3)C(=O)N3CCCCC3)N=CN2